1,1,1,3,3,4,4,4-octafluorobutane FC(CC(C(F)(F)F)(F)F)(F)F